N1N=CC(=C1)C1=NN2C(=NC=3C=CC=CC3C2=N1)NC=1C(N=CC=CC1)=O (3R)-3-{[2-(1H-pyrazol-4-yl)[1,2,4]triazolo[1,5-c]quinazolin-5-yl]amino}azepin-2-one